Dimethyldiaminoethylenediamine CN(CCN(N)C)N